3-Amino-1-(methyl-d3)-5-(1,1,1-trifluoropropan-2-yl)-1H-pyrrolo[3,2-c]pyridin-4(5H)-one hydrochloride Cl.NC1=CN(C2=C1C(N(C=C2)C(C(F)(F)F)C)=O)C([2H])([2H])[2H]